CN(C)C[C@H]1OCCN(C1)C1=C(C=NC=2NC3=C(C=C(C(=C3C21)F)F)NC)C=2C=C1C(C(=CN(C1=NC2)C)C(=O)O)=O (R)-6-(4-(2-((dimethylamino)methyl)morpholino)-5,6-difluoro-8-(methylamino)-9H-pyrido[2,3-b]indol-3-yl)-1-methyl-4-oxo-1,4-dihydro-1,8-naphthyridine-3-carboxylic acid